NC1=C2C(=NC=N1)N(N=C2C2=CC=C(C=C2)OC2=CC=CC=C2)C2CNC2 3-(4-amino-3-(4-phenoxyphenyl)-1H-pyrazolo[3,4-d]pyrimidin-1-yl)azetidin